BrC1=NN(C2=C(C=CC=C12)NS(=O)(=O)C=1C=NN(C1)C1=NC=CC(=C1)C(F)(F)F)C([2H])([2H])[2H] N-(3-bromo-1-(methyl-d3)-1H-indazol-7-yl)-1-(4-(trifluoromethyl)pyridin-2-yl)-1H-pyrazole-4-sulfonamide